ClC1=CC=C(C=C1)NC(N(C)OC)=O 3-(p-chlorophenyl)-1-methoxy-1-methyl-urea